COC1=C(C=CC=C1)OP(=O)(OC1=C(C=CC=C1)OC)C1=C(C(=CC(=C1)O)C(C)(C)C)O 2-(bis(2-methoxyphenyl)phosphono)-6-(tert-butyl)benzene-1,4-diol